(±)-methyl 2-methyl-2-((2-pentylcyclopentylidene)methoxy)propanoate CC(C(=O)OC)(C)OC=C1[C@@H](CCC1)CCCCC |r|